dimethyl (7-methyl-1H-indole-2-carbonyl)-D-aspartate CC=1C=CC=C2C=C(NC12)C(=O)N[C@H](CC(=O)OC)C(=O)OC